3-(((((2S,5R)-2-((((3-cyclopropylpropionyl) oxy) methyl) carbamoyl)-7-oxo-1,6-diazabicyclo[3.2.1]octan-6-yl) oxy) sulfonyl) oxy)-2,2-dimethylpropionate C1(CC1)CCC(=O)OCNC(=O)[C@H]1N2C(N([C@H](CC1)C2)OS(=O)(=O)OCC(C(=O)[O-])(C)C)=O